1-(8Z,11Z,14Z-eicosatrienoyl)-2-(11Z-docosenoyl)-glycero-3-phosphoserine CCCCCCCCCC/C=C\CCCCCCCCCC(=O)O[C@H](COC(=O)CCCCCC/C=C\C/C=C\C/C=C\CCCCC)COP(=O)(O)OC[C@@H](C(=O)O)N